BrC1=CC(=C(C=C1)C=C1CN(C1)C(=O)OC(C)(C)C)C tert-butyl 3-[(4-bromo-2-methyl-phenyl)methylene]azetidine-1-carboxylate